C(C)O[Si](C(CCN=C=O)CC)(OCC)OCC 3-(triethoxysilyl)pentyl isocyanate